BrC(C(=O)N(CC)CC)CC 2-bromo-N,N-diethylbutyramide